N1N=CC=C1CN1CCN(CC1)C1=CC=C(C=C1)NC(=O)C=1C(NC=CC1NC1=C(C2=C(OCCN2)N=C1)C)=O N-(4-(4-((1H-pyrazol-5-yl)methyl)piperazin-1-yl)phenyl)-4-((8-methyl-2,3-dihydro-1H-pyrido[2,3-b][1,4]oxazin-7-yl)amino)-2-oxo-1,2-dihydropyridine-3-carboxamide